methanesulfonic acid 2-[2-(2-nitro-phenoxy)-ethoxy]-ethyl ester [N+](=O)([O-])C1=C(OCCOCCOS(=O)(=O)C)C=CC=C1